(+/-)-(+/-)-Trifluoroacetic acid FC(C(=O)O)(F)F